1,1-DIMETHYL-2-PHENYLETHYL ACETATE C(C)(=O)OC(CC1=CC=CC=C1)(C)C